OC[C@H]1O[C@@](CO)(O[C@H]2O[C@H](CO)[C@@H](O)[C@H](O)[C@H]2O)[C@@H](O[C@H]2O[C@H](CO)[C@@H](O)[C@H](O)[C@H]2O)[C@@H]1O D-Melezitose